(E)-(3-azido-4-bromo-4-methylpent-1-en-1-yl)benzene N(=[N+]=[N-])C(/C=C/C1=CC=CC=C1)C(C)(C)Br